(2R,3S)-N-((3S)-2-Oxo-5-phenyl-2,3-dihydro-1H-1,4-benzodiazepin-3-yl)-2,3-bis(3,3,3-trifluoropropyl)succinamide O=C1NC2=C(C(=N[C@@H]1NC([C@@H]([C@@H](C(=O)N)CCC(F)(F)F)CCC(F)(F)F)=O)C1=CC=CC=C1)C=CC=C2